3,3'-Bis(1-n-octyl-2-methylindol-3-yl)phthalide CCCCCCCCN1C(=C(C2=CC=CC=C21)C3(C4=CC=CC=C4C(=O)O3)C5=C(N(C6=CC=CC=C65)CCCCCCCC)C)C